C(C)(C)(C)OC(=O)N(C(OC(C)(C)C)=O)C1=C2N=CN(C2=NC=N1)CC1=CC(=NC=C1N1CC(CCC1)(COC1CC1)NC(=O)OC(C)(C)C)C1=CC(=C(C=C1)F)F tert-butyl (tert-butoxycarbonyl)(9-((5-(3-((tert-butoxycarbonyl)amino)-3-(cyclopropoxymethyl)piperidin-1-yl)-2-(3,4-difluorophenyl)pyridin-4-yl)methyl)-9H-purin-6-yl)carbamate